C(OC(CF)(C)F)([O-])=O 1,2-difluoro-1-methyl-ethyl carbonate